(2E)-2,6-heptadiene-4-ynal C(\C=C\C#CC=C)=O